C(C=C)(=O)NC1=C(OC2=NC=C(C=N2)F)C=C(C=C1F)F 2-(2-acrylamido-3,5-difluorophenoxy)-5-fluoropyrimidine